N.[Ni].[Cu] Copper-nickel ammonia